O[C@H]1COCC[C@H]1OC1=NC(=NC=C1C(F)(F)F)NC1=CC=C(C=C1)S(=O)(=O)NC([2H])([2H])[2H] 4-((4-(((3S,4R)-3-hydroxytetrahydro-2H-pyran-4-yl)oxy)-5-(trifluoromethyl)pyrimidin-2-yl)amino)-N-(methyl-d3)benzenesulfonamide